N-octadecyl-N-dodecyl-tolylammonium [tetrakis(perfluorophenyl) borate] FC1=C(C(=C(C(=C1F)F)F)F)[B-](C1=C(C(=C(C(=C1F)F)F)F)F)(C1=C(C(=C(C(=C1F)F)F)F)F)C1=C(C(=C(C(=C1F)F)F)F)F.C(CCCCCCCCCCCCCCCCC)[NH+](CCCCCCCCCCCC)C1=C(C=CC=C1)C